tert-butyl 5-(4-((4-cyano-2-fluorobenzyl)oxy)pyrimidin-2-yl)-3,4,5,6-tetrahydropyrrolo[3,4-c]pyrrole-2(1H)-carboxylate C(#N)C1=CC(=C(COC2=NC(=NC=C2)N2CC3=C(C2)CN(C3)C(=O)OC(C)(C)C)C=C1)F